COC1=CC=C2C(CCN(C2=C1)CC1=CC=C(C=C1)OC)(C)C 7-methoxy-1-(4-methoxybenzyl)-4,4-dimethyl-1,2,3,4-tetrahydroquinoline